N-[2-(3-cyanophenyl)-1-[6-(3,3-dimethoxypropoxy)-1,3-benzothiazol-2-yl]ethyl]benzenesulfonamide C(#N)C=1C=C(C=CC1)CC(C=1SC2=C(N1)C=CC(=C2)OCCC(OC)OC)NS(=O)(=O)C2=CC=CC=C2